ClC=1C(=NC(=NC1)NC1COCCC1)C1=CC2=C(N=C3N2CCCN3C)C(=C1)F 5-chloro-4-(9-fluoro-1-methyl-1,2,3,4-tetrahydrobenzo[4,5]imidazo[1,2-a]pyrimidin-7-yl)-N-(tetrahydro-2H-pyran-3-yl)pyrimidin-2-amine